(1s,4s)-6'-bromo-4-(3-chloroanilino)-2',3'-dihydrospiro[cyclohexane-1,5'-indeno[5,6-b]furan]-4-carboxylic acid methyl ester COC(=O)C1(CCC2(C(=CC3=CC=4OCCC4C=C23)Br)CC1)NC1=CC(=CC=C1)Cl